ClCC(=O)N1CCC2(N(C(CS2=O)=O)CC=2OC(=CC2)C2=CC=CC=C2)CC1 8-(2-Chloroacetyl)-4-((5-Phenylfuran-2-yl)methyl)-1-thia-4,8-diazaspiro[4.5]decan-3-one 1-oxide